2'-(ethoxymethyl)-N-(4-isopropyl-5-methylisoxazol-3-yl)-[1,1'-biphenyl]-2-sulfonamide C(C)OCC1=C(C=CC=C1)C=1C(=CC=CC1)S(=O)(=O)NC1=NOC(=C1C(C)C)C